ClC=1C=C2C(N(C=3N(C2=CC1)C(NN3)=S)CCC(F)(F)F)=O 7-chloro-1-thioxo-4-(3,3,3-trifluoropropyl)-2,4-dihydro-[1,2,4]triazolo[4,3-a]quinazolin-5(1H)-one